4-((2s,4s)-2-(3-cyclopropyl-1,2,4-oxadiazol-5-yl)-6,9-dioxo-5-(4-(trifluoromethyl)benzyl)-5,8-diazaspiro[3.5]nonan-8-yl)-3-fluorobenzonitrile C1(CC1)C1=NOC(=N1)C1CC2(C1)N(C(CN(C2=O)C2=C(C=C(C#N)C=C2)F)=O)CC2=CC=C(C=C2)C(F)(F)F